(2S)-3-hydroxy-2-({2-methyl-5-[(2-methyl-1,3-thiazol-5-yl)methoxy]-1-benzothiophen-3-yl}formamido)propanamide OC[C@@H](C(=O)N)NC(=O)C1=C(SC2=C1C=C(C=C2)OCC2=CN=C(S2)C)C